[(5Z,8Z)-3-[18F]Fluorotetradeca-5,8-dien-1-yl]Sulfanyl-propionic acid [18F]C(CCSC(C(=O)O)C)C\C=C/C\C=C/CCCCC